C(C)(C)(C)OC(=O)N1CCC(=CC1)C=1C=C2C(=NC=NC2=CC1OC)O 4-(4-hydroxy-7-methoxyquinazolin-6-yl)-3,6-dihydropyridine-1(2H)-carboxylic acid tert-butyl ester